2-aminooxazoline NC=1OCCN1